5-formylthiophene-2-carboxylic acid ethyl ester C(C)OC(=O)C=1SC(=CC1)C=O